ClC=1C=C2C=CN(C2=CC1)CC1CC1 5-Chloro-1-(cyclopropylmethyl)indol